cis-4-methylcyclohexane CC1CCCCC1